tertbutyl (2-(2-bromo-6-chloropyridin-4-yl)-2-hydroxyethyl)((R)-2-((tert-butoxycarbonyl)amino)propyl)carbamate BrC1=NC(=CC(=C1)C(CN(C(OC(C)(C)C)=O)C[C@@H](C)NC(=O)OC(C)(C)C)O)Cl